N-((1R)-3-cyano-3-azabicyclo[3.1.0]hexan-1-yl)-5-(4-phenoxypyridin-3-yl)thiazole-2-carboxamide C(#N)N1C[C@]2(CC2C1)NC(=O)C=1SC(=CN1)C=1C=NC=CC1OC1=CC=CC=C1